NC1=CC=C(C=N1)CNC(C)=O N-((6-aminopyridin-3-yl)methyl)acetamide